(2-fluoro-3-methoxy-6-(4-methyl-1H-1,2,3-triazol-1-yl)phenyl)methylamine hydrochloride Cl.FC1=C(C(=CC=C1OC)N1N=NC(=C1)C)CN